C1(CC1)C1=NC=NC(=C1C=1N=CC2=C(N1)N(C(O2)=O)CC2=CC=C(C=C2)N2N=C(C=C2C)C(F)(F)F)OC 5-(4-cyclopropyl-6-methoxypyrimidin-5-yl)-3-(4-(5-methyl-3-(trifluoromethyl)-1H-pyrazol-1-yl)benzyl)oxazolo[4,5-d]pyrimidin-2(3H)-one